COC(C(CCCC(=O)OC)(F)F)=O 2,2-difluoroadipic acid dimethyl ester